C(C(C)C)(O)O i-butanediol